[Ti].[Ru].[Mo] molybdenum-ruthenium-titanium